(4-fluorophenyl)(methyl)((3-(5-(trifluoromethyl)-1,2,4-oxadiazol-3-yl)phenyl)imino)-λ6-sulfanone FC1=CC=C(C=C1)S(=O)(=NC1=CC(=CC=C1)C1=NOC(=N1)C(F)(F)F)C